FC1=C(C(=CC(=C1)C=1C=C(C=2N=C(N=CC2N1)N[C@@H]1CNC[C@@H](C1)CF)C(C)C)F)NS(=O)(=O)C1=CC=CC=C1 N-(2,6-difluoro-4-(2-(((3S,5R)-5-(fluoromethyl)piperidin-3-yl)amino)-8-isopropylpyrido[3,2-d]pyrimidin-6-yl)phenyl)benzene-sulfonamide